C(C)(=O)N[C@H](C(=O)N[C@H](C(=O)N[C@H](C(=O)N[C@H](C(=O)N)CC(C)C)CCCCN)[C@H](CC)C)CC=1SC2=C(N1)C=CC=C2 (S)-2-((2S,3S)-2-((S)-2-acetamido-3-(benzo[d]thiazol-2-yl)propanamido)-3-methylpentanamido)-6-amino-N-((S)-1-amino-4-methyl-1-oxopentan-2-yl)hexanamide